C(CCCCCCCCCCCCCCC)(=O)OC(I)C1CC1 cyclopropyliodomethyl palmitate